BrC1=CC=C(C=C1)N1C[C@@H](N([C@@H](C1)C)C(=O)OC(C)(C)C)C tert-butyl (2S,6R)-4-(4-bromophenyl)-2,6-dimethylpiperazine-1-carboxylate